FC1=C(C(=CC2=C1CC(O2)CN(C(OC(C)(C)C)=O)CC(C)C)O)N2S(NC(C2)=O)(=O)=O tert-butyl {[4-fluoro-6-hydroxy-5-(1,1,4-trioxo-1λ6,2,5-thiadiazolidin-2-yl)-2,3-dihydro-1-benzofuran-2-yl]methyl}(2-methylpropyl)carbamate